5-(2,2-Difluorocyclopropyl)-2-(piperazin-1-yl)pyrimidine FC1(C(C1)C=1C=NC(=NC1)N1CCNCC1)F